N-(4-((4-(2-(4-((1s,3s)-3-((2-(2,6-dioxopiperidin-3-yl)-1,3-Dioxoisoindoline-5-yl)amino)cyclobutoxy)phenyl)propan-2-yl)phenoxy)methyl)pyrimidin-2-yl)cyanamide O=C1NC(CC[C@@H]1N1C(C2=CC=C(C=C2C1=O)NC1CC(C1)OC1=CC=C(C=C1)C(C)(C)C1=CC=C(OCC2=NC(=NC=C2)NC#N)C=C1)=O)=O